FC1=CC=C(C=C1)[C@@H](C)NC=1N=CC(=NC1)C=1C=NC=C(C=O)C1 (R)-5-(5-((1-(4-fluorophenyl)ethyl)amino)pyrazin-2-yl)nicotinaldehyde